ethyl 1-amino-3-(4,6-dimethylpyridin-2-yl)-4-(3-methoxy-2-methylphenyl)-1H-pyrrole-2-carboxylate NN1C(=C(C(=C1)C1=C(C(=CC=C1)OC)C)C1=NC(=CC(=C1)C)C)C(=O)OCC